Ethyl 6-carbamoyl-4-((3-chloro-4-fluorophenyl) amino)-1H-indole-2-carboxylate C(N)(=O)C1=CC(=C2C=C(NC2=C1)C(=O)OCC)NC1=CC(=C(C=C1)F)Cl